CC1=NOC(=C1C=O)C 3,5-dimethyl-4-isoxazol-carbaldehyde